N-(3,5-dimethylphenyl)acrylamide CC=1C=C(C=C(C1)C)NC(C=C)=O